Racemic-cis-5-(3-((1,1-dioxido-2,3-dihydrobenzo[d]isothiazol-5-yl)amino)-1H-pyrazol-5-yl)tetrahydrofuran-3-yl isopropylcarbamate C(C)(C)NC(O[C@@H]1CO[C@@H](C1)C1=CC(=NN1)NC=1C=CC2=C(CNS2(=O)=O)C1)=O |r|